Tert-butyl(5-((1-decyl-1H-1,2,3-triazol-4-yl)ethynyl)-2,2-dimethyl-1,3-dioxan-5-yl)carbamate C(C)(C)(C)OC(NC1(COC(OC1)(C)C)C#CC=1N=NN(C1)CCCCCCCCCC)=O